OCC1=NN(C(C=C1)=O)CCCC#N 4-(3-(hydroxymethyl)-6-oxopyridazin-1(6H)-yl)butyronitrile